Cl.C1(CC1)COC1=CC=C(C=C1)C1(CNC1)OC 3-(4-(cyclopropylmethoxy)phenyl)-3-methoxyazetidine hydrochloride